N(C(C(=O)[O-])CC(=O)[O-])C(C(=O)[O-])CC(=O)[O-].[Na+].[Na+].[Na+].[Na+] Tetrasodium Iminodisuccinat